ClC1=NC=CC2=C3C(=C(C=C12)[N+](=O)[O-])C(N(C3)CC3=CC=C(C=C3)OC)(O)C3=C(C=CC(=C3)F)Cl 6-Chloro-3-(2-chloro-5-fluorophenyl)-3-hydroxy-2-(4-methoxybenzyl)-4-nitro-2,3-dihydro-1H-pyrrolo[3,4-f]isoquinoline